C(C#CCC#CCCCCCCCCCCCC)(=O)O 2,5-Octadecadiynoic acid